5-(dimethylamino)isobenzofuran CN(C1=CC2=COC=C2C=C1)C